N-((S)-1-((3R,5'S)-5'-cyano-2-oxospiro[indoline-3,3'-pyrrolidin]-1'-yl)-4-methyl-1-oxopent-2-yl)-4,6,7-trifluoro-N-methyl-1H-indole-2-carboxamide C(#N)[C@@H]1C[C@@]2(CN1C([C@H](CC(C)C)N(C(=O)C=1NC3=C(C(=CC(=C3C1)F)F)F)C)=O)C(NC1=CC=CC=C12)=O